[C@@H]1([C@H](O)[C@@H](O)[C@H](O)[C@H](O1)CO)OC1=NN(C(=C1CC1=CC=C(C=C1)SC)C(F)(F)F)C 3-(β-D-glucopyranosyloxy)-1-methyl-4-[(4-methylthiophenyl)-methyl]-5-trifluoromethylpyrazole